FC(C=1C=C(C=C2C(N(CC12)C1=CC(=CC=C1)C1(COC1)[C@H](C1=NN=CN1C)F)=O)C=O)F (R)-7-(difluoromethyl)-2-(3-(3-(fluoro(4-methyl-4H-1,2,4-triazol-3-yl)methyl)oxetan-3-yl)phenyl)-3-oxoisoindoline-5-carbaldehyde